NC=1C(=CC(=C(C1)NC1=NC=C(C(=N1)N1CC(C2=NC(=CC=C21)C)(C)C)C(=O)OC(C)C)OC)N(CC)CCN(C)C isopropyl 2-((5-amino-4-((2-(dimethylamino) ethyl)(ethyl)amino)-2-methoxy-phenyl)amino)-4-(3,3,5-trimethyl-2,3-dihydro-1H-pyrrolo[3,2-b]pyridin-1-yl)pyrimidine-5-carboxylate